(S)-4-t-butoxycarbonyl-1H-azepine C(C)(C)(C)OC(=O)C=1C=CNC=CC1